C(C)(C)C1=C(NC2=CC=C(C=C12)C1CCNCC1)C=1C=CC=2N(C1)C=NN2 6-(3-isopropyl-5-(piperidin-4-yl)-1H-indol-2-yl)-[1,2,4]triazolo[4,3-a]pyridine